C(C)OC(C(C)C1=CC(=CC=C1)O)=O 3-hydroxy-phenylpropionic acid ethyl ester